N1CC(C1)N1N=CC(=C1)S(=O)(=O)C=1C=C2C=NN(C(C2=CC1)=O)CC1=NC(=CC=C1)C 6-((1-(azetidin-3-yl)-1H-pyrazol-4-yl)sulfonyl)-2-((6-methylpyridin-2-yl)methyl)phthalazin-1(2H)-one